N[C@@H](CC(C)C)[C@@H](O)CC(O)=O cis-statine